(1S,3S)-3-((6-(5-(((5-fluoro-4-(2-fluorophenyl)pyrimidin-2-yl)amino)methyl)-1-methyl-1H-1,2,3-triazol-4-yl)-2-methyl-pyridin-3-yl)oxy)cyclohexane-1-carboxylic acid FC=1C(=NC(=NC1)NCC1=C(N=NN1C)C1=CC=C(C(=N1)C)O[C@@H]1C[C@H](CCC1)C(=O)O)C1=C(C=CC=C1)F